C(=O)(O)CN1C(=[N+](C=C1)CC(=O)O)C 2-(1-(carboxymethyl)-2-methyl-1H-imidazol-3-ium-3-yl)acetic acid